(S)-5-chloro-2-(1-((5-fluoroquinazolin-4-yl)amino)ethyl)-3-phenylquinazolin-4(3H)-one ClC1=C2C(N(C(=NC2=CC=C1)[C@H](C)NC1=NC=NC2=CC=CC(=C12)F)C1=CC=CC=C1)=O